ethylene bis(2-iodopropanoate) IC(C(=O)OCCOC(C(C)I)=O)C